1H-imidazol-3-ium bromide [Br-].N1C=[NH+]C=C1